C(C)(C)(C)C=1C=C(C=C(C1O)C(C)(C)C)C(C(=O)OCCOCCOCCO)(C)C1=CC(=C(C(=C1)C(C)(C)C)O)C(C)(C)C triethylene glycol e-bis(3,5-di-t-butyl-4-hydroxyphenyl)propionate